O=C([O-])C.[Ta+5].O=C([O-])C.O=C([O-])C.O=C([O-])C.O=C([O-])C tantalum oxo-ethoxide